3-Methyl-5-(8-methylimidazo[1,5-a]pyrazin-3-yl)-1,2,4-thiadiazole CC1=NSC(=N1)C1=NC=C2N1C=CN=C2C